C(CCC)C1C(N(CCN1C)C(=O)N)(C)C butyl-2,2,4-trimethylpiperazine-1-carboxamide